(2S,4R)-1-((S)-2-(3-(2-(3-(4-benzhydrylpiperazin-1-yl)-3-oxopropoxy)ethoxy)propanamido)-3,3-dimethylbutanoyl)-4-hydroxy-N-(4-(4-methylthiazol-5-yl)benzyl)pyrrolidine-2-carboxamide C(C1=CC=CC=C1)(C1=CC=CC=C1)N1CCN(CC1)C(CCOCCOCCC(=O)N[C@H](C(=O)N1[C@@H](C[C@H](C1)O)C(=O)NCC1=CC=C(C=C1)C1=C(N=CS1)C)C(C)(C)C)=O